(4,4'-bis(9)-Carbazolyl)-2,2'-dimethyl-biphenyl C1=CC=CC=2C3=CC=CC=C3N(C12)C1=CC(=C(C=C1)C1=C(C=C(C=C1)N1C2=CC=CC=C2C=2C=CC=CC12)C)C